(6'-chloro-4'-(((1s,4s)-4-(hydroxymethyl)cyclohexyl)amino)-[2,3'-bipyridin]-5-yl)(morpholino)methanone ClC1=CC(=C(C=N1)C1=NC=C(C=C1)C(=O)N1CCOCC1)NC1CCC(CC1)CO